4-thio-acetyl-styrene methyl-2-(4-cyanophenyl)-3-oxobutanoate COC(C(C(C)=O)C1=CC=C(C=C1)C#N)=O.C(C)(=S)C1=CC=C(C=C)C=C1